2-chloroterephthalic acid ClC1=C(C(=O)O)C=CC(=C1)C(=O)O